N-(4-(((R)-1-Hydroxy-4-methylpentan-2-yl)amino)-6-((R*)-2-phenylpropyl)-1,3,5-triazin-2-yl)methanesulfonamide OC[C@@H](CC(C)C)NC1=NC(=NC(=N1)C[C@@H](C)C1=CC=CC=C1)NS(=O)(=O)C |o1:15|